C(C)(C)(C)OC(=O)NNCC1=C(C=C(C=C1)C(=O)OC)OC.C(C)(C)(C)[Si](OC1=CC=C(C=C1)C(C)=O)(C)C 1-(4-{[Tert-butyl-(dimethyl)silyl]oxy}phenyl)ethan-1-one tert-butyl-2-(2-methoxy-4-(methoxycarbonyl)benzyl)hydrazine-1-carboxylate